(R)-(2-methylpiperazin-1-yl)(pyrrolidin-1-yl)methanone C[C@H]1N(CCNC1)C(=O)N1CCCC1